3-[[(4-fluorophenyl)-sulfonyl]amino]-1,2,3,4-tetrahydro-9H-carbazole-9-propionic acid FC1=CC=C(C=C1)S(=O)(=O)NC1CCC=2N(C3=CC=CC=C3C2C1)CCC(=O)O